N1C=CC2=CC=C(C=C12)C(=O)N1CCC(CC1)CCCCNC(=O)C=1C=CC=2N(C1)C=CN2 N-(4-{1-[(1H-indol-6-yl)carbonyl]piperidin-4-yl}butyl)imidazo[1,2-a]pyridine-6-carboxamide